(S)-quinuclidin-3-yl (6-(2,5-dichlorophenyl)-2,2-dimethyl-2,3-dihydro-1H-inden-1-yl)carbamat ClC1=C(C=C(C=C1)Cl)C1=CC=C2CC(C(C2=C1)NC(O[C@@H]1CN2CCC1CC2)=O)(C)C